6-[3-(2,6-difluoro-4-pyridyl)-7,8-dihydro-5H-1,6-naphthyridin-6-yl]-4,5-dimethyl-pyridazine-3-carbonitrile FC1=NC(=CC(=C1)C=1C=NC=2CCN(CC2C1)C1=C(C(=C(N=N1)C#N)C)C)F